2-[4-[3-fluoro-4-(3,4,5-trifluorophenyl)phenyl]cyclohex-3-en-1-yl]-5-propyl-1,3-dioxane FC=1C=C(C=CC1C1=CC(=C(C(=C1)F)F)F)C1=CCC(CC1)C1OCC(CO1)CCC